6-chloro-7-methoxy-2H-benzo[d][1,3]oxazine-2,4(1H)-dione ClC1=CC2=C(NC(OC2=O)=O)C=C1OC